COC=1C=NC2=C(C=C(C=C2N1)C#N)C=1SC2=C(N1)C(=CC(=C2)OC)C 3-methoxy-8-(6-methoxy-4-methylbenzo[d]thiazol-2-yl)quinoxaline-6-carbonitrile